trisdecyl phosphite P(OCCCCCCCCCC)(OCCCCCCCCCC)OCCCCCCCCCC